1-(((7-(2-amino-7-fluorobenzo[d]thiazol-4-yl)-4-(3,8-diazabicyclo[3.2.1]octan-3-yl)-8-fluoro-6-(trifluoromethyl)quinazolin-2-yl)oxy)methyl)cyclopropane-1-carbonitrile NC=1SC2=C(N1)C(=CC=C2F)C2=C(C=C1C(=NC(=NC1=C2F)OCC2(CC2)C#N)N2CC1CCC(C2)N1)C(F)(F)F